2,N2,N6,N6-tetramethyl-L-lysine C[C@](NC)(CCCCN(C)C)C(=O)O